FC1=C(C(=C(C(=C1B1OCCO1)F)F)F)F 2-(pentafluorophenyl)-1,3,2-dioxaborolane